C(C(=O)C)C1(C(NC2=CC=CC=C12)=O)O 3-acetonyl-3-hydroxyoxindole